N1(CCOCC1)C(=O)OCOC1=C2N(N=CC1=O)[C@H]([C@@H]1N(C2=O)CCC1)[C@H](C1=CC=CC=C1)C1=C(C(=CC=C1)F)F (((9aR,10S)-10-((R)-(2,3-difluorophenyl)(phenyl)methyl)-3,5-dioxo-3,5,8,9,9a,10-hexahydro-7H-pyrrolo[1',2':4,5]pyrazino[1,2-b]pyridazin-4-yl)oxy)methyl morpholine-4-carboxylate